N-cyclobutyl-4-(N,N-dimethylsulfamoyl)-N-(2-(4-phenoxypiperidin-1-yl)phenyl)benzamide C1(CCC1)N(C(C1=CC=C(C=C1)S(N(C)C)(=O)=O)=O)C1=C(C=CC=C1)N1CCC(CC1)OC1=CC=CC=C1